2-imino-1,3-thiazolidin-4-one N=C1SCC(N1)=O